NC=1C2=C(N=CN1)N(C(=C2C2=CC=C(C=C2)OC2=NC(=CC=C2)C)C=2C=NN(C2)C2CCN(CC2)C(C(=C)CN2CCOCC2)=O)C 1-(4-(4-(4-amino-7-methyl-5-(4-((6-methylpyridin-2-yl)oxy)phenyl)-7H-pyrrolo[2,3-d]pyrimidin-6-yl)-1H-pyrazol-1-yl)piperidin-1-yl)-2-(morpholino-methyl)prop-2-en-1-one